2'-chloro-5'-methoxy-6-methyl-N-(5-methyl-1,3,4-thiadiazol-2-yl)-(4,4'-bipyridine)-3-carboxamide ClC1=NC=C(C(=C1)C1=C(C=NC(=C1)C)C(=O)NC=1SC(=NN1)C)OC